2-(1-hydroxy-4-((4-(5,6,7,8-tetrahydro-1,8-naphthyridin-2-yl)butyl)amino)cyclohexyl)acetic acid OC1(CCC(CC1)NCCCCC1=NC=2NCCCC2C=C1)CC(=O)O